C(C)OC(=O)C1(CCC2(CC1)OCC(C=1N(C=3C=CC=C(C3C12)OCC1=CC=CC=C1)C1=CC(=C(C=C1)F)C)(C)C)F ethyl-9-benzyloxy-1'-fluoro-5-(4-fluoro-3-methyl-phenyl)-4,4-dimethyl-spiro[3H-pyrano[4,3-b]indole-1,4'-cyclohexane]-1'-carboxylate